CC1=C(C=NC=C1)C#N 4-methyl-pyridine-3-carbonitrile